OC(C(=O)O)=CCCCCCCCCCCCCCCCCCCCCC 2-hydroxytetraeicosenoic acid